3-[[[(2S)-2-(Benzylsulfonylamino)-3-cyclopropyl-propanoyl]amino]-(2-chloro-2-fluoro-acetyl)amino]propanamide C(C1=CC=CC=C1)S(=O)(=O)N[C@H](C(=O)NN(CCC(=O)N)C(C(F)Cl)=O)CC1CC1